C(C)(=O)NC=1SC(=CN1)CN1CCN(CC1)CC(=O)NC=1C=C(C=CC1)C 2-(4-((2-acetamidothiazol-5-yl)methyl)piperazin-1-yl)-N-(m-tolyl)acetamide